CC=1C=CC=C2C=C(NC12)C=O 7-Methyl-1H-indole-2-carbaldehyde